5-methoxy-3-(4,4,5,5-tetramethyl-1,3,2-dioxaborolan-2-yl)-1-tosyl-1H-pyrrolo[2,3-b]pyridine COC=1C=C2C(=NC1)N(C=C2B2OC(C(O2)(C)C)(C)C)S(=O)(=O)C2=CC=C(C)C=C2